n-Hexyl butanoate CCCCCCOC(=O)CCC